4-[4-(3-hydroxyphenyl)-6-oxo-3-phenyl-1,4-dihydropyrrolo[3,4-c]pyrazol-5-yl]benzoic acid OC=1C=C(C=CC1)C1N(C(C=2NN=C(C21)C2=CC=CC=C2)=O)C2=CC=C(C(=O)O)C=C2